NC1=NN2C(N=C(C=C2)C=2C=C3CN(C(C3=C(C2)S(=O)(=O)N(C)C)=O)[C@@H](C)C2CC2)=C1C(=O)NC1CC1 2-amino-N-cyclopropyl-5-{2-[(1S)-1-cyclopropylethyl]-7-(dimethylaminosulfonyl)-1-oxo-2,3-dihydro-1H-isoindol-5-yl}pyrazolo[1,5-a]pyrimidine-3-carboxamide